[C@H]12CN(C[C@H](CC1)N2)C2=NC(=NC1=C(C(=C(C=C21)Cl)C2=CC(=CC1=CC=C(C(=C21)C#C)F)O)F)\C=C\C2N(CCC2)C 4-(4-((1R,5S)-3,8-diazabicyclo[3.2.1]octan-3-yl)-6-chloro-8-fluoro-2-((E)-2-(1-methylpyrrolidin-2-yl)vinyl)quinazolin-7-yl)-5-ethynyl-6-fluoro-naphthalen-2-ol